FC=1C=C(C(=C(C1)B1OC(C(O1)(C)C)(C)C)COC1OCCCC1)COC1OCCCC1 2-{5-fluoro-2,3-bis[(oxan-2-yloxy)methyl]phenyl}-4,4,5,5-tetramethyl-1,3,2-dioxaborolane